COS(O)(=O)=O O-methyl-sulfuric acid